O[C@@H](CC(=O)O)C R-beta-hydroxybutyric acid